(3-bromophenoxy)-9-(4-(tert-butyl)pyridin-2-yl)-9H-carbazole BrC=1C=C(OC2=CC=CC=3C4=CC=CC=C4N(C23)C2=NC=CC(=C2)C(C)(C)C)C=CC1